CN(C(C1=CC=C(C=C1)N1N=CC(=C1)C1=NNC2=C1N=C(N=C2)N2C1C(N(CC2CC1)C)=O)=O)C N,N-Dimethyl-4-(4-(5-(3-methyl-2-oxo-3,8-diazabicyclo[3.2.1]octan-8-yl)-1H-pyrazolo[4,3-d]pyrimidin-3-yl)-1H-pyrazol-1-yl)benzamide